Cl.ClC1=C(C=CC=C1C=1C=NC(=CC1)OC(F)(F)F)[C@@]1(CC(N(C(N1)=N)[C@@H]1C[C@H](S(CC1)(=O)=O)C)=O)C |o1:26,28| (6S)-6-{2-Chloro-3-[6-(trifluoro-methoxy)pyridin-3-yl]phenyl}-2-imino-6-methyl-3-[(2R*,4S*)-2-methyl-1,1-dioxothian-4-yl]-hexahydropyrimidin-4-one hydrochloride